OC1(CC(C1)N1C(=NC2=C1C(=CC(=C2)O)C(F)(F)F)C)C 1-((cis)-3-hydroxy-3-methylcyclobutyl)-2-methyl-7-(trifluoromethyl)-1H-benzo[d]imidazol-5-ol